FC1=CC(=C(C=2C3=C(C(=NN3C)C)C3(CCC3)NC12)C)C=1C=CC=C2C(=CNC12)C 6-Fluoro-1,3,9-trimethyl-8-(3-methyl-1H-indol-7-yl)spiro[5H-pyrazolo[4,3-c]chinolin-4,1-cyclobutan]